2-Methylbut-3-en-2-yl (2-((S)-1-(2,3-difluorobenzyl)-5-oxopyrrolidin-2-yl)acetyl)-L-valinate FC1=C(CN2[C@@H](CCC2=O)CC(=O)N[C@@H](C(C)C)C(=O)OC(C)(C=C)C)C=CC=C1F